2,6-Dichloro-4-(2-(4-hydroxyphenyl)propan-2-yl)phenol ClC1=C(C(=CC(=C1)C(C)(C)C1=CC=C(C=C1)O)Cl)O